FC(S(=O)(=O)OC1=NC(=C(C2=C1C=CS2)C2=C(C=C(C=C2O)F)F)C2=NN1C(CN([C@@H](C1)C)C(C=C)=O)=C2)(F)F [7-(2,4-difluoro-6-hydroxy-phenyl)-6-[(6R)-6-methyl-5-prop-2-enoyl-6,7-dihydro-4H-pyrazolo[1,5-a]pyrazin-2-yl] thieno[3,2-c]pyridin-4-yl] trifluoromethanesulfonate